N-(3-(diethylamino)propyl)benzo[d]imidazo[2,1-b]thiazole C(C)N(CCCN1C=CN2C1SC1=C2C=CC=C1)CC